5-(3-(2-Chloro-3-fluorophenyl)morpholino)-3-methyl-N-((R,E)-4-(methylsulfonyl)but-3-en-2-yl)pyrazine-2-carboxamide ClC1=C(C=CC=C1F)C1COCCN1C=1N=C(C(=NC1)C(=O)N[C@H](C)\C=C\S(=O)(=O)C)C